ethyl 7-chloro-1-(5-fluoro-1,3-thiazol-2-yl)-4-oxo-1,4-dihydro-1,8-naphthyridine-3-carboxylate ClC1=CC=C2C(C(=CN(C2=N1)C=1SC(=CN1)F)C(=O)OCC)=O